C(C)(=O)N1CCN(CC1)C1=CC=C(C=C1)C(/C=C/C1=CC=C(C=C1)/C=C/C(CO)=O)=O (E)-4-[4-[(E)-3-[4-(4-Acetylpiperazin-1-yl)phenyl]-3-oxoprop-1-enyl]phenyl]-1-hydroxybut-3-en-2-one